C(C)C=1C(N2[C@H]([C@H](CCC2=CC1)NS(=O)(=O)C)CC=1C(=C(C=CC1)C1=CC=CC=C1)F)=O |r| rac-N-{(3S,4S)-7-ethyl-4-[(2-fluoro[1,1'-biphenyl]-3-yl)methyl]-6-oxo-1,3,4,6-tetrahydro-2H-quinolizin-3-yl}methanesulfonamide